4-(((6-(3,5-bis(trifluoromethyl)benzyl)-5-oxo-5,6,7,8-tetrahydronaphthalen-2-yl)oxy)-methyl)-N-((tetrahydro-2H-pyran-2-yl)oxy)benzamide FC(C=1C=C(CC2C(C=3C=CC(=CC3CC2)OCC2=CC=C(C(=O)NOC3OCCCC3)C=C2)=O)C=C(C1)C(F)(F)F)(F)F